5-chloropentanoyl chloride ClCCCCC(=O)Cl